tert-butyl 4-(1-ethoxy-1,3-dioxopentan-2-yl)piperazine-1-carboxylate C(C)OC(C(C(CC)=O)N1CCN(CC1)C(=O)OC(C)(C)C)=O